N1CCC(=CC1)C=1C(=NC=CN1)NC=1C=NC(=CC1)OC(F)(F)F 3-(1,2,3,6-tetrahydropyridin-4-yl)-N-(6-(trifluoromethoxy)pyridin-3-yl)pyrazin-2-amine